CC1=C(N=C(C=2N1N=CN2)N2[C@H](CC2)C)C=2C=NN(C2)C2CN(C2)C(=O)OC(C)(C)C tert-butyl 3-[4-[5-methyl-8-[(2S)-2-methylazetidin-1-yl]-[1,2,4]triazolo[1,5-a]pyrazin-6-yl]pyrazol-1-yl]azetidine-1-carboxylate